ClC1=CC=C(C=C1)[C@@]1(N(C(C2=CC(=CC(=C12)F)C(CN1CCN(CC1)C)(CC)O)=O)CC1=NC=C(C=N1)Cl)OCCO (3R)-3-(4-chlorophenyl)-2-[(5-chloropyrimidin-2-yl)methyl]-4-fluoro-6-[2-hydroxy-1-(4-methylpiperazin-1-yl)butan-2-yl]-3-(2-hydroxyethoxy)-2,3-dihydro-1H-isoindol-1-one